C(C)(C)(C)C1=CC2=C(C3=CC=CC=C3C(=C2C=C1)OCCC)OCCC 2-tert-butyl-9,10-dipropoxyanthracene